COC(C([C@H]1CN2CCC1CC2)NC(=O)C2=CC=C(C(=O)NC(C(=O)OC)[C@H]1CN3CCC1CC3)C=C2)=O methyl 2-[[4-[[2-methoxy-2-oxo-1-[(3R)-quinuclidin-3-yl]ethyl]carbamoyl]benzoyl]amino]-2-[(3R)-quinuclidin-3-yl]acetate